7-chloro-5-phenyl-3-(trifluoromethyl)-1H-benzo[e][1,4]diazepin-2(3H)-one ClC1=CC2=C(NC(C(N=C2C2=CC=CC=C2)C(F)(F)F)=O)C=C1